(E)-3-(dimethylamino)-1-(2-(trifluoromethyl)phenyl)prop-2-en-1-one CN(/C=C/C(=O)C1=C(C=CC=C1)C(F)(F)F)C